N(N)C1=NC(=NC=2CCCC(C12)=O)SC 4-hydrazino-2-(methylthio)-7,8-dihydroquinazolin-5(6H)-one